Copper (sulfate) S(=O)(=O)([O-])[O-].[Cu+2]